6-(5-bromo-6-fluoro-pyridin-2-ylmethyl)-5-methyl-[1,2,4]triazolo[1,5-a]pyrimidin-7-ylamine BrC=1C=CC(=NC1F)CC=1C(=NC=2N(C1N)N=CN2)C